2,2'-DITHIO-BIS-ETHAN-SULFONAT C(CSSCCS(=O)(=O)[O-])S(=O)(=O)[O-]